FC=1C(=C(C=C(C1)C1=NOC(=N1)[C@@H]1[C@H](C1)F)NC(=O)C1=CN=C2N1C=CC(=C2)N2CCN(CC2)C)C N-(3-fluoro-5-(5-((1r,2s)-2-fluorocyclopropyl)-1,2,4-oxadiazol-3-yl)-2-methylphenyl)-7-(4-methylpiperazin-1-yl)imidazo[1,2-a]pyridine-3-carboxamide